dimethyl-aminouracil CN(C=1C(NC(NC1)=O)=O)C